N4-(7-fluoro-8-methylcinnolin-4-yl)-N2-(3-morpholinophenyl)pyrimidine-2,4-diamine FC1=CC=C2C(=CN=NC2=C1C)NC1=NC(=NC=C1)NC1=CC(=CC=C1)N1CCOCC1